rac-(1-(4-(4,7-dichloro-2-(1-((R)-6-fluoro-6,7-dihydro-5H-pyrrolo[1,2-c]imidazol-1-yl)-2-oxo-2-(thiazol-2-ylamino)ethyl)-2H-indazol-6-yl)phenyl)piperidin-4-yl)methyl methanesulfonate CS(=O)(=O)OCC1CCN(CC1)C1=CC=C(C=C1)C=1C=C(C2=CN(N=C2C1Cl)[C@@H](C(NC=1SC=CN1)=O)C1=C2N(C=N1)C[C@@H](C2)F)Cl |&1:28|